5-(4-fluoro-1-isopropyl-2-methyl-1H-benzo[d]imidazol-6-yl)-N-(cis-3-(2-methoxyethoxy)cyclobutyl)pyrrolo[2,1-f][1,2,4]triazin-2-amine FC1=CC(=CC=2N(C(=NC21)C)C(C)C)C=2C=CN1N=C(N=CC12)N[C@@H]1C[C@@H](C1)OCCOC